8-(benzyloxy)-2,2-dimethyl-N-(6-methylpyridin-2-yl)octanamide C(C1=CC=CC=C1)OCCCCCCC(C(=O)NC1=NC(=CC=C1)C)(C)C